N-(2-((3,5-difluorophenyl)amino)-5H-pyrrolo[3,2-d]pyrimidin-7-yl)-4-((2-(dimethylamino)ethyl)(methyl)amino)-2-((tetrahydro-2H-pyran-4-yl)amino)benzamide FC=1C=C(C=C(C1)F)NC=1N=CC2=C(N1)C(=CN2)NC(C2=C(C=C(C=C2)N(C)CCN(C)C)NC2CCOCC2)=O